methyl 4-(2-cyanobenzoyl)-1H-pyrrole-2-carboxylate C(#N)C1=C(C(=O)C=2C=C(NC2)C(=O)OC)C=CC=C1